C[C@H](C1=CC=CC=C1)N R-alpha-methylbenzylamine